NC1(CC1)COC1=C(C=C2C(=CC=NC2=C1)OC=1C=C2C=CC=C(C2=CC1)C(=O)NC)OC 6-(7-((1-aminocyclopropyl)-methoxy)-6-methoxyquinolin-4-yloxy)-N-methyl-1-naphthamide